(4-Bromo-2-methoxyphenyl)-4-(trifluoromethyl)-imidazole BrC1=CC(=C(C=C1)C=1NC=C(N1)C(F)(F)F)OC